1,3,5-trifluoro-2-(λ3-methoxy)benzene FC1=C(C(=CC(=C1)F)F)O[CH2]